4-[[(2R,3S,4S,5R)-3-(3,4-difluoro-2-vinyl-phenyl)-4,5-dimethyl-5-(trifluoromethyl)tetrahydrofuran-2-carbonyl]amino]pyridine-2-carboxamide FC=1C(=C(C=CC1F)[C@H]1[C@@H](O[C@]([C@H]1C)(C(F)(F)F)C)C(=O)NC1=CC(=NC=C1)C(=O)N)C=C